CC1=CC=CC(=N1)NC1=CC(=NC=N1)NC1=C(C=CC=C1)NS(=O)(=O)C N-(2-(6-(6-methylpyridin-2-ylamino)pyrimidin-4-ylamino)phenyl)methanesulfonamide